2-methylbenzo[d]oxazole-5-carbonitrile CC=1OC2=C(N1)C=C(C=C2)C#N